1,4-Butandiamin C(CCCN)N